(1R,2R,3S,5S)-3-((5-chloro-4-(4-fluoro-2-(2-hydroxypropan-2-yl)-7-isopropyl-1H-benzo[d]imidazol-6-yl)pyrimidin-2-yl)amino)-8-oxabicyclo[3.2.1]octan-2-ol ClC=1C(=NC(=NC1)N[C@@H]1[C@H]([C@H]2CC[C@@H](C1)O2)O)C=2C=C(C1=C(NC(=N1)C(C)(C)O)C2C(C)C)F